N-(3-(2-oxa-7-azaspiro[3.5]nonan-7-yl)phenyl)-4-fluoro-7-methyl-1H-indole C1OCC12CCN(CC2)C=2C=C(C=CC2)N2C=CC1=C(C=CC(=C21)C)F